4-phenoxybenzoic acid O(C1=CC=CC=C1)C1=CC=C(C(=O)O)C=C1